Cl.NC(C(=O)O)CC#CCN 2,6-diaminohex-4-ynoic acid hydrochloride